C/C(/C=C)=C\CC=C(C)C (E)-3,7-dimethyl-octa-1,3,6-triene